(1-Benzylpiperidin-4-yl)-5-phenylpyrimidin-4(3H)-one hydrochloride Cl.C(C1=CC=CC=C1)N1CCC(CC1)C1=NC=C(C(N1)=O)C1=CC=CC=C1